C(C)(=O)OC=1C2=CC=CC=C2C(=C2C=CC=CC12)OC(C)=O 9,10-diacetoxyanthracene